1,1,1-trifluoro-3-methyl-2,4-pentanediol benzoate phenylglyoxylate C1(=CC=CC=C1)C(C(=O)OC(C(C(C(F)(F)F)OC(C1=CC=CC=C1)=O)C)C)=O